COC(C(=CO)OC1=C(C=CC(=C1)Br)C)=O 2-(5-bromo-2-methyl-phenoxy)-3-hydroxy-prop-2-enoic acid methyl ester